CN(C)C(O)CN dimethylaminoethanolamine